C(C(C)C)N1CCC(CC1)=O 1-isobutylpiperidin-4-one